CCCCCCCCCCCCCCCCCC(=O)OC[C@H](COP(=O)([O-])OCC(CO)O)OC(=O)CCCCCCCCCCCCCCCCC.[Na+] 1,2-distearoyl-sn-glycero-3-phospho-rac-glycerol sodium salt